2-n-butyl-2-isopentyl-1,3-dimethoxypropane C(CCC)C(COC)(COC)CCC(C)C